COC1=CC=C(C=C1)N1N=C(NC1=O)[C@@H]1CN(CCC1)CC=1C=C(C(=O)N)C=CN1 (S)-2-((3-(1-(4-methoxyphenyl)-5-oxo-4,5-dihydro-1H-1,2,4-triazol-3-yl)piperidin-1-yl)methyl)isonicotinamide